COC(\C(=C\OC)\C1=C(C=CC=C1)OC1=NC=NC(=C1)OC1=NC(=CC=C1)C)=O (E)-2-{2-[6-(6-methylpyridin-2-yloxy)pyrimidin-4-yloxy]phenyl}-3-methoxy-acrylic acid methyl ester